glutamate thallium [Tl+].N[C@@H](CCC(=O)[O-])C(=O)[O-].[Tl+]